(R)-2-(2-(imidazo[1,2-a]pyridin-6-yl)-3-isopropyl-1H-indol-5-yl)-5-(piperidin-3-yl)-1,3,4-oxadiazole N=1C=CN2C1C=CC(=C2)C=2NC1=CC=C(C=C1C2C(C)C)C=2OC(=NN2)[C@H]2CNCCC2